methyl 4'-nitro-5-(trifluoromethyl)-[1,1'-biphenyl]-2-carboxylate [N+](=O)([O-])C1=CC=C(C=C1)C=1C(=CC=C(C1)C(F)(F)F)C(=O)OC